CS(=O)(=O)C1=NC=CC=C1NC(=O)C=1C=NC(=CC1)C N-(2-methanesulfonylpyridin-3-yl)-6-methylpyridine-3-carboxamide